FC=1C=C(CC=2C(=NN(C2CC2(CC2)C)C=2SC=C(N2)C(=O)O)C2=CC(=CC=C2)C#CC=2SC(=CC2)C)C=CC1S(N)(=O)=O 2-(4-(3-fluoro-4-sulfamoylbenzyl)-5-((1-methylcyclopropyl)methyl)-3-(3-((5-methylthiophen-2-yl)ethynyl)phenyl)-1H-pyrazol-1-yl)thiazole-4-carboxylic acid